C(=O)(O)C1=CC=C(C=C1)C=1C=NN(C1)C(C[C@@H]1[C@@H](C1)C(=O)N1CC2=CC=CC=C2C1)C1=[N+](C=C(C=C1)C1=C(C=CC(=C1)Cl)N1N=NN=C1)[O-] |o1:16,17| 2-(1-(4-(4-Carboxyphenyl)-1H-pyrazol-1-yl)-2-((1R*,2R*)-2-(isoindoline-2-carbonyl)cyclopropyl)ethyl)-5-(5-chloro-2-(1H-tetrazol-1-yl)phenyl)pyridine 1-oxide